2-chloro-3-[(E)-dimethylaminomethyleneamino]-N-(5-methyl-1,3,4-oxadiazol-2-yl)-4-(trifluoromethyl)benzamide methyl-2,2-difluoro-2-(fluorosulfonyl)acetate COC(C(S(=O)(=O)F)(F)F)=O.ClC1=C(C(=O)NC=2OC(=NN2)C)C=CC(=C1/N=C/N(C)C)C(F)(F)F